N-(5-cyano-6-(2H-1,2,3-triazol-2-yl)pyridin-3-yl)-1-(2-methylbenzo[d]oxazol-7-yl)-5-(trifluoromethyl)-1H-pyrazole-4-carboxamide C(#N)C=1C=C(C=NC1N1N=CC=N1)NC(=O)C=1C=NN(C1C(F)(F)F)C1=CC=CC=2N=C(OC21)C